((3-Chloro-5-(methoxymethoxy)-2-(2-methylcyclopropyl)phenyl)ethynyl)triisopropylsilane ClC=1C(=C(C=C(C1)OCOC)C#C[Si](C(C)C)(C(C)C)C(C)C)C1C(C1)C